6-(7-(cyclopropanecarbonyl)-1-((trifluoromethyl)sulfonyl)-1,5,6,7,8,9-hexahydroimidazo[4',5':4,5]benzo[1,2-d]azepin-2-yl)-4-(4-methoxybenzyl)-5-oxo-4,5-dihydrothiophen C1(CC1)C(=O)N1CCC2=C(CC1)C=C1C(=C2)N(C(=N1)C1=CC(=CC=C1CC1C=CSC1=O)OC)S(=O)(=O)C(F)(F)F